N=1C(N=C2C1C=CC=C2)=[Au-] Benzimidazol-2-YlideneGold(I)